(1S,2R)-2-(Toluene-4-sulfonyl)-cyclopentanecarboxylic acid (4-cyano-cyclohexyl)-(2,4-difluoro-benzyl)-amide C(#N)C1CCC(CC1)N(C(=O)[C@H]1[C@@H](CCC1)S(=O)(=O)C1=CC=C(C)C=C1)CC1=C(C=C(C=C1)F)F